C(C)(C)(C)OC(=O)N1C(CC=CC1)C1=C2N=C(NC2=NC=N1)C1=CC=C(C=C1)OCC1=CC=CC=C1 (8-(4-(benzyloxy)phenyl)-9H-purin-6-yl)-3,6-dihydropyridine-1(2H)-carboxylic acid tert-butyl ester